dinaphthoborolane C1=CC=CC=2C=CC3=C(C4=C(B3)C=3C=CC=CC3C=C4)C12